5-trifluoromethyl-benzene FC(C=1C=CC=CC1)(F)F